Methyl(7,8-dichloro-4-(1H-imidazol-1-yl) quinolin-2-yl) serinate N[C@@H](CO)C(=O)OC1=NC2=C(C(=CC=C2C(=C1C)N1C=NC=C1)Cl)Cl